3-(3,4-dimethoxyphenyl)-2-(pyridin-3-yl)(methyl)acrylonitrile COC=1C=C(C=CC1OC)C(=C(C#N)C=1C=NC=CC1)C